methyl 5-[4-(tert-butoxycarbonylamino)thiazol-2-yl]pyridine-2-carboxylate C(C)(C)(C)OC(=O)NC=1N=C(SC1)C=1C=CC(=NC1)C(=O)OC